2-Methyl-5-(4-methylpiperazin-1-yl)-N-[(1R)-1-(3,4,5-trimethoxyphenyl)ethyl]benzamide CC1=C(C(=O)N[C@H](C)C2=CC(=C(C(=C2)OC)OC)OC)C=C(C=C1)N1CCN(CC1)C